(5Z)-5-(1H-Benzimidazol-5-ylmethylene)-2-[[(1S,2S)-2-hydroxyindan-1-yl]amino]-3-methyl-imidazol-4-one N1C=NC2=C1C=CC(=C2)\C=C/2\C(N(C(=N2)N[C@@H]2[C@H](CC1=CC=CC=C21)O)C)=O